C(C)(C)(C)C1=C(C(=CC(=C1)CN(C)C)C(C)(C)C)O 2,6-di-t-butyl-p-(dimethylaminomethyl)phenol